N1N=NC2=C1C=CC(=C2)CN2C(C1=CC=CC=C1C2=O)CC=2C(=NC=CC2C)C#N 3-((2-((1H-benzo[d][1,2,3]triazol-5-yl)methyl)-3-oxoisoindolin-1-yl)methyl)-4-methylpicolinonitrile